FC1=C(C(=C2C=CN(C2=C1F)S(=O)(=O)C1=CC=C(C=C1)C)SC)OC=1C=CC(=C(C1)C(\C=C\N(C)C)=O)F (E)-1-[5-[6,7-difluoro-4-methylsulfanyl-1-(p-tolylsulfonyl)indol-5-yl]oxy-2-fluoro-phenyl]-3-(dimethylamino)prop-2-en-1-one